5-hydroxy-2-(methylthio)-8-(4-nitrophenyl)pyrido[2,3-d]pyrimidin-7(8H)-one OC1=CC(N(C=2N=C(N=CC21)SC)C2=CC=C(C=C2)[N+](=O)[O-])=O